C(C1=CC=CC=C1)OCCN(C(=O)C=1N=C(NC1)[C@H]1N(C[C@@H](C1)O)C(C(C(C)C)C1=CC(=NO1)OC)=O)C1CC1 N-(2-benzyloxyethyl)-N-cyclopropyl-2-[(2S,4R)-4-hydroxy-1-[2-(3-methoxyisoxazol-5-yl)-3-methyl-butyryl]pyrrolidin-2-yl]-1H-imidazole-4-carboxamide